rel-tert-butyl 4-(4-((1R,2S)-6-(tert-butoxy)-2-phenyl-1,2,3,4-tetrahydronaphthalen-1-yl)phenoxy)piperidine-1-carboxylate C(C)(C)(C)OC=1C=C2CC[C@@H]([C@@H](C2=CC1)C1=CC=C(OC2CCN(CC2)C(=O)OC(C)(C)C)C=C1)C1=CC=CC=C1 |o1:10,11|